4,4,5,5-tetramethyl-2-(3-(trifluoromethyl)-4-(1-((2R,3R,4R,5R,6R)-3,4,5-tris(benzyloxy)-6-((benzyloxy)methyl)tetrahydro-2H-pyran-2-yl)vinyl)phenyl)-1,3,2-dioxaborolane CC1(OB(OC1(C)C)C1=CC(=C(C=C1)C(=C)[C@H]1O[C@@H]([C@H]([C@@H]([C@@H]1OCC1=CC=CC=C1)OCC1=CC=CC=C1)OCC1=CC=CC=C1)COCC1=CC=CC=C1)C(F)(F)F)C